1-{4-[(naphthalen-1-yl)sulfamoyl]phenyl}-3-(pyridin-3-ylmethyl)urea C1(=CC=CC2=CC=CC=C12)NS(=O)(=O)C1=CC=C(C=C1)NC(=O)NCC=1C=NC=CC1